(S)-N-(4-(4-((2-amino-4-methylpentyl)oxy)-3-(trifluoromethyl)phenyl)pyridin-2-yl)acetamide N[C@H](COC1=C(C=C(C=C1)C1=CC(=NC=C1)NC(C)=O)C(F)(F)F)CC(C)C